FC1=C(C=CC(=C1)F)N\N=C(\C(=O)[O-])/C(CC(=O)[O-])=O (2E)-2-[(2,4-difluorophenyl) hydrazono]-3-oxo-glutarate